4-(4-propoxy-1H-pyrrolo[2,3-b]pyridin-3-yl)pyrimidin C(CC)OC1=C2C(=NC=C1)NC=C2C2=NC=NC=C2